CC1=NN(C(=C1C=1C=NN2C1C=C(C=C2)C=2SC(=C(N2)OC)C(=O)OCC)C)C(C(F)(F)F)C ethyl 2-[3-[3,5-dimethyl-1-(2,2,2-trifluoro-1-methyl-ethyl)pyrazol-4-yl] pyrazolo[1,5-a]pyridin-5-yl]-4-methoxy-thiazole-5-carboxylate